[(3S)-3-(1H-1,2,4-Triazol-5-yl)pyrrolidin-1-yl]-[6-[[1-(trifluoromethyl)cyclopropyl]methoxy]-2-azaspiro[3.3]heptan-2-yl]methanone N1N=CN=C1[C@@H]1CN(CC1)C(=O)N1CC2(C1)CC(C2)OCC2(CC2)C(F)(F)F